(R)-4-(3-(methylamino)pyrrolidin-1-yl)-6-(3-(trifluoromethyl)-1H-pyrazol-5-yl)pyrimidin-2-amine bistrifluoroacetate FC(C(=O)O)(F)F.FC(C(=O)O)(F)F.CN[C@H]1CN(CC1)C1=NC(=NC(=C1)C1=CC(=NN1)C(F)(F)F)N